FC1=C(C=CC(=C1C=1N=CC=2N(C1)C=NC2C2=NN=C(N2)C)F)NS(=O)(=O)C=2C(=NC=C(C2)F)C N-[2,4-difluoro-3-[1-(5-methyl-4H-1,2,4-triazol-3-yl)imidazo[1,5-a]pyrazin-6-yl]phenyl]-5-fluoro-2-methylpyridine-3-sulfonamide